N-((6-ethyl-1-methyl-1H-benzimidazol-7-yl)methyl)-6-(trifluoromethoxy)-nicotinamide C(C)C=1C=CC2=C(N(C=N2)C)C1CNC(C1=CN=C(C=C1)OC(F)(F)F)=O